tert-butyl (2-(4-chloro-2-cyano-6,7-difluoro-1H-indol-1-yl)ethyl)(6-chloropyrimidin-4-yl)carbamate ClC1=C2C=C(N(C2=C(C(=C1)F)F)CCN(C(OC(C)(C)C)=O)C1=NC=NC(=C1)Cl)C#N